C(#N)C1=NC(=C2C=C(N=CC2=C1)N[C@@H]1CN(CCC1)C(=O)OC(C)(C)C)O[C@H]1COCC1 Tert-butyl (S)-3-((7-cyano-5-(((R)-tetrahydrofuran-3-yl)oxy)-2,6-naphthyridin-3-yl) amino)piperidine-1-carboxylate